3,6-difluoro-4,5-bis[4-((4-Nitrophenoxy)carbonyl)phenoxy]phthalonitrile FC1=C(C(C#N)=C(C(=C1OC1=CC=C(C=C1)C(=O)OC1=CC=C(C=C1)[N+](=O)[O-])OC1=CC=C(C=C1)C(=O)OC1=CC=C(C=C1)[N+](=O)[O-])F)C#N